CN(C)CC1CCN2C(O1)=C(C(=N2)C2=C(C=CC=C2)F)C(=O)N[C@@H]2C(NC1=C(C(=N2)C2=CC=CC=C2)C=CC=C1F)=O 5-[(dimethylamino)methyl]-N-[(3S)-9-fluoro-2-oxo-5-phenyl-1,3-dihydro-1,4-benzodiazepine-3-yl]-2-(2-fluorophenyl)-6,7-dihydro-5H-pyrazolo[5,1-b][1,3]Oxazine-3-carboxamide